tert-Butyl 4-(7-bromo-6-chloro-1,2-dihydro-2-oxoquinolin-4-yl)piperazine-1-carboxylate BrC1=C(C=C2C(=CC(NC2=C1)=O)N1CCN(CC1)C(=O)OC(C)(C)C)Cl